CC1=NC(=CC(=C1)C=1NC2=CC=C(C=C2C1C(C(F)(F)F)C)C1CCNCC1)C 2-(2,6-dimethylpyridin-4-yl)-5-(piperidin-4-yl)-3-(1,1,1-trifluoropropan-2-yl)-1H-indole